C[N+](CCO)(C)[O-] dimethyl-2-hydroxyethyl-amine N-oxide